FC1(CC(CCC1)C(=O)N)F 3,3-difluorocyclohexane-1-carboxamide